Ethyl-(1-methyl-5-oxopyrrolidine) C(C)C1N(C(CC1)=O)C